N-hydroxyl-1-((4'-((diethylamino)methyl)-[1,1'-biphenyl]-4-yl)sulfonyl)-1,2,3,6-tetrahydropyridine-4-formamide ONC(=O)C=1CCN(CC1)S(=O)(=O)C1=CC=C(C=C1)C1=CC=C(C=C1)CN(CC)CC